N-(3-chloro-1H-indol-7-yl)-1-(3-methoxycyclobutyl)pyrazole-4-sulfonamide ClC1=CNC2=C(C=CC=C12)NS(=O)(=O)C=1C=NN(C1)C1CC(C1)OC